ClC=1C2=C(C(=NC1)C1=C3C(=NC=C1)N(C=C3)C)C(N(C2)C(=O)OC(C)(C)C)=O tert-butyl 7-chloro-4-(1-methyl-1H-pyrrolo[2,3-b]pyridin-4-yl)-3-oxo-1,3-dihydro-2H-pyrrolo[3,4-c]pyridine-2-carboxylate